FC(C1=CC=C(C=C1)C1=CC2=C(N=C(O2)S)C=C1)(F)F 6-(4-(trifluoromethyl)phenyl)benzo[d]oxazole-2-thiol